(R)-N-(1-(6-(2-fluoroprop-2-yl)pyridin-2-yl)-3-(3-(isopropylamino)pyrrolidin-1-yl)-1H-pyrazolo[4,3-c]pyridin-6-yl)acetamide N,N-dimethylaminobenzoate CN(C)C1=C(C(=O)O)C=CC=C1.FC(C)(C)C1=CC=CC(=N1)N1N=C(C=2C=NC(=CC21)NC(C)=O)N2C[C@@H](CC2)NC(C)C